tert-Butyl (S)-((6-((3-(2,3-dichloropyridin-4-yl)-2-methylphenyl)carbamoyl)pyridin-3-yl)methyl)((5-oxopyrrolidin-2-yl)methyl)carbamate ClC1=NC=CC(=C1Cl)C=1C(=C(C=CC1)NC(=O)C1=CC=C(C=N1)CN(C(OC(C)(C)C)=O)C[C@H]1NC(CC1)=O)C